tert-butyl 6-(bis(tert-butoxycarbonyl) amino)-9H-purine-9-carboxylate C(C)(C)(C)OC(=O)N(C1=C2N=CN(C2=NC=N1)C(=O)OC(C)(C)C)C(=O)OC(C)(C)C